tert-butyl 4-(4-ethoxy-5-((4-fluoro-2-methylbenzo[d]oxazol-6-yl)carbamoyl)pyrimidin-2-yl)piperazine-1-carboxylate C(C)OC1=NC(=NC=C1C(NC1=CC2=C(N=C(O2)C)C(=C1)F)=O)N1CCN(CC1)C(=O)OC(C)(C)C